NC=1SCC2(N1)C(OCC1=CC=C(C=C12)NS(=O)(=O)C1=CC=C(C=C1)OC)C N-(2'-amino-3-methyl-5'H-spiro[isochromane-4,4'-thiazol]-6-yl)-4-(methoxy)benzenesulfonamide